(R)-2-(difluoromethyl)-1-((tetrahydro-2H-pyran-4-yl)methyl)piperazine hydrochloride Cl.FC([C@@H]1N(CCNC1)CC1CCOCC1)F